(E)-1-(2-(aminomethyl)-3-fluoroallyl)-N-ethyl-1H-pyrazole-3-carboxamide NC/C(/CN1N=C(C=C1)C(=O)NCC)=C\F